N-tert-butyl-2-{[2-(4-fluoropyridin-2-yl)-5H,6H,7H-cyclopenta[d]pyrimidin-4-yl]amino}acetamide hydrochloride Cl.C(C)(C)(C)NC(CNC=1C2=C(N=C(N1)C1=NC=CC(=C1)F)CCC2)=O